FC(C(=O)[O-])=C 2-fluoroacrylate